1,4,5,6-Tetrahydropyridazin N1N=CCCC1